Cl.FC(OC1=C(C=CC=C1)C(C)N)(F)F 1-(2-(trifluoromethoxy)phenyl)ethylamine HCl